1-(4-fluorophenyl)-2-methyl-6-oxo-1,6-dihydropyrimidine-5-carboxylic acid ethyl ester C(C)OC(=O)C1=CN=C(N(C1=O)C1=CC=C(C=C1)F)C